N[C@@H]1CN(CCC1)C1=CC(=NC=C1CCC=1C=NN(C1)CC(F)F)NC1=CC=C2C(=N1)N(N=C2)C(C)C (S)-N-(4-(3-aminopiperidin-1-yl)-5-((1-(2,2-difluoroethyl)-1H-pyrazol-4-yl)ethanyl)pyridin-2-yl)-1-isopropyl-1H-pyrazolo[3,4-b]pyridin-6-amine